C1=CC=CC=2C3=CC=CC=C3C(C12)COC(=O)N([C@H](C(=O)O)CC(=O)OCC=C)C (S)-2-((((9H-fluoren-9-yl)methoxy)carbonyl)(methyl)amino)-4-(allyloxy)-4-oxobutanoic acid